C(C)(=O)N1[C@H](C[C@H](C2=CC(=CC=C12)C1=CC=C(C(=O)NCCOCCOCCOCCOCCOCCN)C=C1)NC1=CC=C(C=C1)Cl)C 4-((2S,4R)-1-acetyl-4-((4-chlorophenyl)amino)-2-methyl-1,2,3,4-tetrahydroquinolin-6-yl)-N-(17-amino-3,6,9,12,15-pentaoxaheptadecanyl)benzamide